CN1C(OC(=N1)C)=O 3,5-dimethyl-1,3,4-oxadiazol-2(3H)-one